COCC(C1C(N[C@@H](C1)C(F)(F)F)=O)C1=CC(=NC=C1)NC(OC(C)(C)C)=O tert-butyl (4-(2-methoxy-1-((5S)-2-oxo-5-(trifluoromethyl)pyrrolidin-3-yl)ethyl)pyridin-2-yl)carbamate